O[C@]1([C@@H](O[C@@H]([C@H]1O)CO)N1CN=C(C=C1)NO)C 1-((2R,3R,4R,5R)-3,4-dihydroxy-5-(hydroxymethyl)-3-methyltetrahydrofuran-2-yl)-4-(hydroxyamino)pyrimidin